(S)-N-(2-((6-oxo-5-(trifluoromethyl)-1-((2-(trimethylsilyl)ethoxy)methyl)-1,6-dihydropyridazin-4-yl)amino)propoxy)-2-(1-(thiazol-2-yl)piperidin-4-yl)acetamide O=C1C(=C(C=NN1COCC[Si](C)(C)C)N[C@H](CONC(CC1CCN(CC1)C=1SC=CN1)=O)C)C(F)(F)F